3-methyl-1,2,3,5,6,7-hexahydro-s-indacen-4-amine CC1CCC=2C=C3CCCC3=C(C12)N